CC1CC2=C(C(=O)OC2=O)CC1 4-methyl-3,4,5,6-tetrahydrophthalic anhydride